FC(C(CCCO)O)(F)C=1NN=C2C1CN([C@@H](C2)C)C(=O)OC(C)(C)C tert-Butyl (6R)-3-(1,1-difluoro-2,5-dihydroxypentyl)-6-methyl-2,4,6,7-tetrahydro-5H-pyrazolo[4,3-c]pyridine-5-carboxylate